S1C(=CC=C1)C=1C=C(C=CC1)C1CC(CC2=CC=CC=C12)N(C)C 4-(3-(thiophen-2-yl)phenyl)-N,N-dimethyl-1,2,3,4-tetrahydronaphthalen-2-amine